2-(3-methanesulfonylpiperidin-1-yl)pyrimidin CS(=O)(=O)C1CN(CCC1)C1=NC=CC=N1